BrC1=C2C(=NC=C1)N(C=C2C=O)COCC[Si](C)(C)C 4-bromo-1-((2-(trimethylsilyl)ethoxy)methyl)-1H-pyrrolo[2,3-b]Pyridine-3-carbaldehyde